NC1=NC(=CC(=N1)C)C 2-amino-4,6-dimethylpyrimidine